3-(indolylamino)methyleneindoline tert-butyl-4-(3-(2,4-dioxotetrahydropyrimidin-1(2H)-yl)-1-methyl-1H-indazol-6-yl)-[1,4'-bipiperidine]-1'-carboxylate C(C)(C)(C)OC(=O)N1CCC(CC1)N1CCC(CC1)C1=CC=C2C(=NN(C2=C1)C)N1C(NC(CC1)=O)=O.N1C(=CC2=CC=CC=C12)NC=C1CNC2=CC=CC=C12